CN(CCOC1=CC=C(C(=O)NCC2COC3=C(O2)C(=CC=C3)C3=NC(=CC=C3)N(C)C)C=C1)C 4-(2-Dimethylamino-ethoxy)-N-[8-(6-dimethylamino-pyridin-2-yl)-2,3-dihydro-benzo[1,4]dioxin-2-ylmethyl]-benzamide